tert-butyl 4-(5-((7-fluoro-2-methyl-2H-indazol-5-yl)carbamoyl)-4-propoxypyrimidin-2-yl)piperazine-1-carboxylate FC1=CC(=CC2=CN(N=C12)C)NC(=O)C=1C(=NC(=NC1)N1CCN(CC1)C(=O)OC(C)(C)C)OCCC